FCCN(C1=CC=C(N=N1)C1=C(C=C(C=C1)C=1C=NC(NC1)=O)O)C1CC(NC(C1)(C)C)(C)C 5-(4-(6-((2-fluoroethyl)(2,2,6,6-tetramethylpiperidin-4-yl)amino)pyridazin-3-yl)-3-hydroxyphenyl)pyrimidin-2(1H)-one